C(C1=CC=CC=C1)OC1=C(C(=NC(=C1)[C@@H]1O[C@]([C@H]([C@H]1C1=C(C(=C(C=C1)F)F)OC)C)(C(F)(F)F)C)C)C(CC)O |o1:14,16,17,18| (4-(benzyloxy)-6-((2R*,3S*,4S*,5R*)-3-(3,4-difluoro-2-methoxyphenyl)-4,5-dimethyl-5-(trifluoromethyl)tetrahydrofuran-2-yl)-2-methylpyridin-3-yl)propan-1-ol